CC(C(=O)C1=CC=C(C=C1)SC)(C)N1CCOCC1 2-Methyl-2-morpholino-1-(4-methylsulfanylphenyl)Propane-1-one